3-(1-oxo-5-(1-(1-(tetrahydro-2H-pyran-4-yl)ethyl)piperidin-4-yl)isoindolin-2-yl)piperidine-2,6-dione O=C1N(CC2=CC(=CC=C12)C1CCN(CC1)C(C)C1CCOCC1)C1C(NC(CC1)=O)=O